FC1=C(CC=2C=3N(C=C(N2)C2=NC(=NN2CC2=CC=C(C=C2)F)C)C=CN3)C=CC=C1 8-(2-Fluorobenzyl)-6-(1-(4-Fluorobenzyl)-3-methyl-1H-1,2,4-triazol-5-yl)imidazo[1,2-a]pyrazine